ClC=1C=C(C=C2NC(C(NC12)=S)(C)C)F 8-chloro-6-fluoro-3,3-dimethyl-3,4-dihydro-1H-quinoxaline-2-thione